4-(cyclopropylmethoxy)piperidin C1(CC1)COC1CCNCC1